dimethyl-4-(benzoyloxy)phenyl-sulfonium hexafluoroantimonate F[Sb-](F)(F)(F)(F)F.C[S+](C1=CC=C(C=C1)OC(C1=CC=CC=C1)=O)C